2-aminoethyl (S)-4-((4'-(1,1,1,3,3,3-hexafluoro-2-hydroxypropan-2-yl)-[1,1'-biphenyl]-4-yl)methyl)-1-(pyridin-4-ylmethyl)piperazine-2-carboxylate FC(C(C(F)(F)F)(O)C1=CC=C(C=C1)C1=CC=C(C=C1)CN1C[C@H](N(CC1)CC1=CC=NC=C1)C(=O)OCCN)(F)F